COC1=C(C=CC=C1C1=NN(C=N1)C)NC1=NC(=NC=C1C(=O)O)NCC=1C=NN(C1)C 4-(2-Methoxy-3-(1-methyl-1H-1,2,4-triazol-3-yl)phenylamino)-2-((1-methyl-1H-pyrazol-4-yl)methylamino)pyrimidine-5-carboxylic acid